butyl-1,1,3,3-tetramethyl-guanidine C(CCC)N=C(N(C)C)N(C)C